COC=1C=C(C=CC1)C(=CS(=O)(=O)C1=CC=C(C)C=C1)C1(S(=O)(=O)CCC1)C1=CC=CC=C1 (1-(3-Methoxyphenyl)-2-tosylvinyl)(phenyl)sulfolane